(3R,7R)-2-(3,4-dichlorobenzoyl)-3,7-dimethyl-9-((S*)-1-(6-(5-methyl-1H-tetrazol-1-yl)pyridin-3-yl)ethyl)-1,2,3,4,8,9-hexahydropyrido[4',3':3,4]pyrazolo[1,5-a]pyrazin-10(7H)-one ClC=1C=C(C(=O)N2CC=3C(=NN4C3C(N(C[C@H]4C)[C@@H](C)C=4C=NC(=CC4)N4N=NN=C4C)=O)C[C@H]2C)C=CC1Cl |o1:18|